5-(1-((R)-1,1-difluoropropan-2-yl)-1H-benzo[d][1,2,3]triazol-6-yl)-6-fluoro-N-((3R,4S)-3-fluoro-1-(oxetan-3-yl)piperidin-4-yl)-4-methoxypyrrolo[2,1-f][1,2,4]triazin-2-amine FC([C@@H](C)N1N=NC2=C1C=C(C=C2)C=2C(=CN1N=C(N=C(C12)OC)N[C@@H]1[C@@H](CN(CC1)C1COC1)F)F)F